[O-2].[Ga+3].[Ga+3].[O-2].[O-2] Digallium oxide